1,2,5,6-tetrahydrophthalic acid C(C1C(C(=O)O)C=CCC1)(=O)O